tert-Butyl (1,3-oxazol-5-ylmethyl)carbamate O1C=NC=C1CNC(OC(C)(C)C)=O